C1=CC=CC=2C3=CC=CC=C3C(=CC12)C1=CC2=C(N=CO2)C(=C1)C1=CC=CC=C1 6-(phenanthren-9-yl)-4-phenyl-benzoxazole